N1=CC=NC2=CC(=CC=C12)[C@H](CC(=O)O)C=1SC=C(N1)CCCCC1=NC=2NCCCC2C=C1 (S)-3-(quinoxalin-6-yl)-3-(4-(4-(5,6,7,8-tetrahydro-1,8-naphthyridin-2-yl)butyl)thiazol-2-yl)propanoic acid